C(C=C)(=O)[B].[Cu].[W] tungsten copper alloyl-boron